(2-((4-methyl-2-(pyrrolidine-1-carbonyl)thiophen-3-yl)amino)-2-oxoethyl)-2-oxoethan-1-aminium CC=1C(=C(SC1)C(=O)N1CCCC1)NC(CC(C=O)[NH3+])=O